FC=1C=C(C=CC1F)NC(=O)NC1=CC(=C(C=C1)F)C(=O)C=1C=C2N=C(C=NC2=CC1)N1CCNCC1 1-(3,4-difluorophenyl)-3-(4-fluoro-3-(3-(piperazin-1-yl)quinoxaline-6-carbonyl)phenyl)urea